N-(6-cyano-1-(1-methylcyclobutyl)-7-(trifluoromethoxy)-1H-benzo[d]imidazol-2-yl)-2-(2,2,3,3-tetrafluorocyclobutyl)acetamide C(#N)C=1C=CC2=C(N(C(=N2)NC(CC2C(C(C2)(F)F)(F)F)=O)C2(CCC2)C)C1OC(F)(F)F